ClC=1C=C(C(=O)N2CC=3C(=NN4C3C=3C(C[C@@H](C4)C(=O)NC)=CON3)CC2)C=CC1Cl (S)-11-(3,4-Dichlorobenzoyl)-N-methyl-5,6,9,10,11,12-hexahydro-4H-[1,2]oxazolo[3,4-c]pyrido[4',3':3,4]pyrazolo[1,5-a]azepine-5-carboxamide